tert-butyl (3S)-3-[[4-[6-bromo-1-(2-trimethylsilylethoxymethyl)indazol-3-yl]-5-(trifluoromethyl)pyrimidin-2-yl]amino]piperidine-1-carboxylate BrC1=CC=C2C(=NN(C2=C1)COCC[Si](C)(C)C)C1=NC(=NC=C1C(F)(F)F)N[C@@H]1CN(CCC1)C(=O)OC(C)(C)C